2-(2-(ethylsulfanyl)-8-(1-hydroxyethyl)-4-oxo-4H-benzopyran-6-yl)acetonitrile C(C)SC=1OC2=C(C(C1)=O)C=C(C=C2C(C)O)CC#N